(1S,3aR,6aS)-2-((S)-2-((tert-butoxycarbonyl)amino)-3,3-dimethylbutyryl)octahydrocyclopenta[c]pyrrole-1-carboxylic acid methyl ester COC(=O)[C@H]1N(C[C@H]2[C@@H]1CCC2)C([C@H](C(C)(C)C)NC(=O)OC(C)(C)C)=O